tert-butyl (1R,4R)-5-(2-(3,7-bis(1-(tetrahydro-2H-pyran-2-yl)-1H-pyrazolo[3,4-b]pyridin-4-yl)-10H-phenothiazin-10-yl)ethyl)-2,5-diazabicyclo[2.2.1]heptane-2-carboxylate O1C(CCCC1)N1N=CC=2C1=NC=CC2C=2C=CC=1N(C3=CC=C(C=C3SC1C2)C2=C1C(=NC=C2)N(N=C1)C1OCCCC1)CCN1[C@H]2CN([C@@H](C1)C2)C(=O)OC(C)(C)C